hexyl bromoformate BrC(=O)OCCCCCC